C1(CC1)N1N=C(C2=C1C(N(N=C2C)CC(=O)N[C@@H](C)C2=C(C=C(C=C2C)C)C)=O)C (S)-2-(1-cyclopropyl-3,4-dimethyl-7-oxo-1,7-dihydro-6H-pyrazolo[3,4-d]pyridazin-6-yl)-N-(1-mesitylethyl)acetamide